C(C)N(S(=O)(=O)NC=1C(=C(C(=O)C2=CNC3=NC=C(C=C32)C=3C=NC(=NC3)N3CCC(CC3)C(=O)OC(C)(C)C)C(=CC1)F)F)C tert-butyl 1-[5-[3-[3-[[ethyl(methyl)sulfamoyl] amino]-2,6-difluoro-benzoyl]-1H-pyrrolo[2,3-b]pyridin-5-yl]pyrimidin-2-yl]piperidine-4-carboxylate